C1CCC2=C(C=CC=C12)C1=C(C=C2C(=N1)C(=NN2)C=2C=NN(C2)C)NC 5-(2,3-dihydro-1H-inden-4-yl)-N-methyl-3-(1-methyl-1H-pyrazol-4-yl)-1H-pyrazolo[4,3-b]pyridin-6-amine